OC[C@H]1N(CCC1)CCCCC(=O)OCC ethyl 5-[(2S)-2-(hydroxymethyl)pyrrolidin-1-yl]pentanoate